N[C@H](C(=O)O)CCCCNC(COCCOCCNC(CC[C@H](NC(CCCCCCCCCCCCCCCCCCP(=O)(OC(C)(C)C)OC(C)(C)C)=O)C(=O)OC(C)(C)C)=O)=O (2S,20S)-2-amino-20-(tert-butoxycarbonyl)-40-(di-tert-butoxyphosphoryl)-8,17,22-trioxo-10,13-dioxa-7,16,21-triazatetracontanoic acid